sodium 1-naphthol C1(=CC=CC2=CC=CC=C12)O.[Na]